6-methyl-2-n-butoxy-5-carboxymethyl-3,4-dihydropyran CC1=C(CCC(O1)OCCCC)CC(=O)O